(1-(cyclopropylmethyl)-3-methylpiperidin-3-yl)(6-methoxynaphthalen-2-yl)methanone C1(CC1)CN1CC(CCC1)(C)C(=O)C1=CC2=CC=C(C=C2C=C1)OC